N-(4-((3-(2-(((3S,5S)-5-fluoropiperidin-3-yl)amino)pyrimidin-4-yl)pyridin-2-yl)oxy)-3-methylnaphthalen-1-yl)-1-methylcyclopropane-1-sulfonamide F[C@H]1C[C@@H](CNC1)NC1=NC=CC(=N1)C=1C(=NC=CC1)OC1=C(C=C(C2=CC=CC=C12)NS(=O)(=O)C1(CC1)C)C